16-bromo-11-ethyl-5,26-dimethyl-7-oxa-4,5,13,20,22,26-hexaazapentacyclo[22.3.1.0^{2,6}.0^{13,21}.0^{14,19}]octacosa-1(28),2(6),3,14,16,18,20,24-octaene-23,27-dione BrC=1C=C2N3CC(CCCOC=4N(N=CC4C=4C(N(C=C(C(NC3=NC2=CC1)=O)C4)C)=O)C)CC